1-(1-(1-(4-chloro-3-fluorophenyl)-3,3-dimethyl-2,3-dihydro-1H-pyrrolo[3,2-b]pyridine-5-carbonyl)piperidin-4-yl)imidazolidin-2-one ClC1=C(C=C(C=C1)N1CC(C2=NC(=CC=C21)C(=O)N2CCC(CC2)N2C(NCC2)=O)(C)C)F